ClCC(=O)N1CC(C2=NC(=C(C=C21)CC2=CC=C(C=C2)F)CO)(C)C 2-chloro-1-{6-[(4-fluorophenyl)methyl]-5-(hydroxymethyl)-3,3-dimethyl-1H,2H,3H-pyrrolo[3,2-b]pyridin-1-yl}ethan-1-one